propylbis-(trimethylsiloxy)butylsilan C(CC)[SiH2]CCCC(O[Si](C)(C)C)O[Si](C)(C)C